N-methyl-N-((R)-1-(methyl-((R)-4-phenyl-1-((3aS,4S,6S,7aR)-3a,5,5-trimethylhexahydro-4,6-methanobenzo[d][1,3,2]dioxaborol-2-yl)butyl)amino)-1-oxopentan-2-yl)pyrazine-2-carboxamide CN(C(=O)C1=NC=CN=C1)[C@@H](C(=O)N([C@@H](CCCC1=CC=CC=C1)B1O[C@@]2([C@H](O1)C[C@H]1C([C@@H]2C1)(C)C)C)C)CCC